C(CCCCC)OC1=C(C=CC(=C1)OCCCCCC)C1=C(C(=CC(=C1)B(O)O)C1=C(C=C(C=C1)OCCCCCC)OCCCCCC)OCCCCCC (2,2',2'',4,4''-pentakis(hexyloxy)-[1,1':3',1''-terphenyl]-5'-yl)boronic acid